4-methoxymethoxy-1-naphthyltetrahydrothiophenium triflate [O-]S(=O)(=O)C(F)(F)F.COCOC1=CC=C(C2=CC=CC=C12)[S+]1CCCC1